O1COC2=C1C=CC(=C2)C(C(CC)N)C 1-(1,3-benzodioxol-5-yl)-methyl-2-butanamine